ClC1=C(C(=O)N2COC3=C(C2)C=CC=C3C3=CC(=C(C(=O)O)C=C3F)N3C2COCC3CC2)C(=CC(=C1)N1CC2(C1)CC[C@H]2OC)Cl |r| 4-[3-[2,6-Dichloro-4-(rac-7-methoxy-2-azaspiro[3.3]heptan-2-yl)benzoyl]-2,4-dihydro-1,3-benzoxazin-8-yl]-5-fluoro-2-(3-oxa-8-azabicyclo[3.2.1]octan-8-yl)benzoic acid